3-(4-cyanonaphthalen-1-yl)-5-(trifluoromethyl)-3-azabicyclo[3.1.0]hexane-1-carboxamide C(#N)C1=CC=C(C2=CC=CC=C12)N1CC2(CC2(C1)C(F)(F)F)C(=O)N